O=C1NC=2C(=NC=CC2C2=CC=C(C=C2)NC(=O)NC2=CC=NC=C2)N1 1-(4-(2,3-dihydro-2-oxo-1H-imidazo[4,5-b]pyridin-7-yl)phenyl)-3-(pyridin-4-yl)urea